ClC1=C(C(=NC=C1)CNC(=O)C1CC1)OC N-((4-chloro-3-methoxypyridin-2-yl)methyl)cyclopropanecarboxamide